C1(CC1)C1=C(C(=NO1)C1=C(C=CC=C1F)F)COC1CCN(CCC1)C1=CC=C(C=C1)C1=NOC(N1)=O 3-(4-(4-((5-cyclopropyl-3-(2,6-difluorophenyl)isoxazol-4-yl)methoxy)azepan-1-yl)phenyl)-1,2,4-oxadiazol-5(4H)-one